COC(C1=CC(=CC(=C1)OC[C@@H]1COCC1)C=1SC(=CN1)CC)=O 3-(5-Ethyl-1,3-thiazol-2-yl)-5-[(3S)-tetrahydrofuran-3-ylmethoxy]benzoic acid methyl ester